[2-[(2,4-dimethoxyphenyl)methylamino]-3-fluoro-4-pyridinyl]boronic acid COC1=C(C=CC(=C1)OC)CNC1=NC=CC(=C1F)B(O)O